3-[6-chloro-3-[1-[7-methyl-5-oxo-3-[(3S)-tetrahydrofuran-3-yl]-4-(trideuteriomethyl)pyrazolo[3,4-c]isoquinolin-9-yl]ethylamino]-2-pyridyl]-4H-1,2,4-oxadiazol-5-one ClC1=CC=C(C(=N1)C1=NOC(N1)=O)NC(C)C=1C=2C3=C(N(C(C2C=C(C1)C)=O)C([2H])([2H])[2H])N(N=C3)[C@@H]3COCC3